5-{2-acetamidoimidazo[1,2-b]pyridazin-6-yl}-N-{[2-fluoro-5-(trifluoromethyl)phenyl](deutero)methyl}-2-methylpyridine-3-carboxamide C(C)(=O)NC=1N=C2N(N=C(C=C2)C=2C=C(C(=NC2)C)C(=O)NC([2H])C2=C(C=CC(=C2)C(F)(F)F)F)C1